((9H-fluoren-9-yl)methyl-β-(2,4-di-O-benzoyl-α-D-mannopyranosyl)propyl)carbamate C1=CC=CC=2C3=CC=CC=C3C(C12)CCC(CNC([O-])=O)[C@@H]1[C@@H](OC(C2=CC=CC=C2)=O)[C@@H](O)[C@H](OC(C2=CC=CC=C2)=O)[C@H](O1)CO